trifluoro((1S,2S)-2-(methoxycarbonyl)cyclopropyl)potassium borate B(O)(O)O.FC1[C@]([C@]1([K])F)(C(=O)OC)F